[N+](=O)([O-])C1=C(C=C(C(=C1)OCC1=CC=CC=C1)OCC1=CC=CC=C1)CC#N 2-nitro-4,5-dibenzyloxy-phenylacetonitrile